NC=1N=C2C(=NC1)C(OC(C2)(C)C)=O 2-amino-7,7-dimethyl-7,8-dihydro-5H-pyrano[3,4-b]pyrazin-5-one